Tert-butyl (2-(4-((6-cyano-1-((1-methyl-1H-imidazol-4-yl)methyl)-1H-indol-3-yl)methyl)piperazin-1-yl)ethyl)carbamate C(#N)C1=CC=C2C(=CN(C2=C1)CC=1N=CN(C1)C)CN1CCN(CC1)CCNC(OC(C)(C)C)=O